CN1CC2=CC=C(C=C2C1)NC1=NC=C2CCN(CC2=C1)C(=O)OC(C)(C)C tert-butyl 7-[(2-methyl-2,3-dihydro-1H-isoindol-5-yl) amino]-1,2,3,4-tetrahydro-2,6-naphthyridine-2-carboxylate